C12N(CC(NC1)C2)C2=C1CN(C(C1=CC=C2)=O)C2C(NC(CC2)=O)=O 3-(4-(2,5-diazabicyclo[2.2.1]heptan-2-yl)-1-oxoisoindolin-2-yl)piperidine-2,6-dione